C(C)(=O)O.CC1=CC=CC2=CC=CC=C12 Methyl-naphthalene acetate